C(CCCCCCCCC(=O)OC1CC(N(C(C1)(C)C)C)(C)C)(=O)OC1CC(N(C(C1)(C)C)C)(C)C bis-(1,2,2,6,6-pentamethyl-4-piperidyl) sebacate